O1COC2=C1C=CC(=C2)C(C(C(=O)OC)(C)C)C2=CC1=CC(=CC=C1C=C2)O[Si](C)(C)C(C)(C)C Methyl 3-(benzo[d][1,3]dioxol-5-yl)-3-(7-((tert-butyldimethylsilyl)oxy)naphthalen-2-yl)-2,2-dimethylpropanoate